Racemic-6-amino-2,4-dimethyl-7,8-dihydro-6H-pyrazolo[4,3-b]azepin-5-one N[C@@H]1CCC=2C(N(C1=O)C)=CN(N2)C |r|